ClC=1C=C(C#N)C=C(C1)C(C)(C)C1=CC=C(C=C1)OCC1=NC(=NC=C1)N1CCN(CC1)C1CN(C1)C1CNCCC1 3-chloro-5-(2-(4-((2-(4-(1-(piperidin-3-yl)azetidin-3-yl)piperazin-1-yl)Pyrimidin-4-yl)methoxy)phenyl)propan-2-yl)benzonitrile